1-(4-benzoylbenzyl)pyridine C(C1=CC=CC=C1)(=O)C1=CC=C(CN2CC=CC=C2)C=C1